BrC=1C=CC2=C(NC(CC(=C2)C(=O)OC)=O)C1 methyl 8-bromo-2-oxo-2,3-dihydro-1H-benzo[b]azepine-4-carboxylate